BrC=1C(=NN2C1CCC1=CC(=CN=C21)F)C2CCN(CC2)C(=O)OC(C(F)(F)F)CO 1,1,1-trifluoro-3-hydroxypropan-2-yl 4-(3-bromo-7-fluoro-4,5-dihydropyrazolo[1,5-a][1,8]naphthyridin-2-yl)piperidine-1-carboxylate